ClC1=C(N(C2=CC=C(C=C12)CNCCC(=O)O)C1=NOC(=N1)C1=CC(=C(C=C1)OC(C)C)Cl)C 3-(((3-chloro-1-(5-(3-chloro-4-isopropoxyphenyl)-1,2,4-oxadiazol-3-yl)-2-methyl-1H-indol-5-yl)methyl)amino)propionic acid